CN1CCN(CC1)C1(CNCC1)CO (3-(4-Methylpiperazin-1-yl)pyrrolidin-3-yl)methanol